N1=CNC2=C1C=CC=C2 Benzo[d]imidazole